6-Fluoro-5-((triisopropylsilyl)ethynyl)naphthalen-2-ol FC=1C(=C2C=CC(=CC2=CC1)O)C#C[Si](C(C)C)(C(C)C)C(C)C